OC=1C(=C(C(=O)[O-])C=CC1)O.[Li+] lithium dihydroxybenzoate